FC(COC1=C(C=C(C(=N1)F)N)OC)F 6-(2,2-difluoroethoxy)-2-fluoro-5-methoxy-pyridin-3-amine